t-butyldimethyl-(prop-2-ynyloxy)silane C(C)(C)(C)[Si](OCC#C)(C)C